N1N=CC(=C1)C1=CC=C(C=C1)N1C([C@@]2(CC1)NC1=CC=CC=C1C2)=O |r| racemic-1'-(4-(1H-pyrazol-4-yl)phenyl)spiro[indoline-2,3'-pyrrolidin]-2'-one